3-methoxy-6-(1,1,1-trifluoro-2-methylpropan-2-yl)pyridine-2-sulfonamide COC=1C(=NC(=CC1)C(C(F)(F)F)(C)C)S(=O)(=O)N